FC(C1=CC=C2C(=CC=NC2=C1)NC1=CC=C(C(=O)N2CCNCC2)C=C1)(F)F 4-[(7-trifluoromethylquinolin-4-yl)amino]Benzoyl-piperazine